ClC=1C(=CC(=C(C(=O)O)C1)F)COC1=NC(=CC=C1)OC1CCCC1 5-Chloro-4-(((6-(cyclopentyloxy)pyridin-2-yl)oxy)methyl)-2-fluorobenzoic acid